(3-diethylaminopropyl)methoxydimethylsilane C(C)N(CCC[Si](C)(C)OC)CC